Cl.CC1(CC1)C(=N)N 1-methylcyclopropanecarboxamidine hydrochloride